1-[2-cyano-4-(trifluoromethyl)phenyl]-4-[6-(1-methyl-1H-pyrrol-2-yl)pyridin-3-yl]-N-[(1r,3r)-3-(dimethylamino)cyclobutyl]piperidine-4-carboxamide C(#N)C1=C(C=CC(=C1)C(F)(F)F)N1CCC(CC1)(C(=O)NC1CC(C1)N(C)C)C=1C=NC(=CC1)C=1N(C=CC1)C